4-amino-N-(2-(((6-cyanopyridazin-3-yl)methyl)amino)pyridin-3-yl)-1,2,5-oxadiazole-3-carboxamide NC=1C(=NON1)C(=O)NC=1C(=NC=CC1)NCC=1N=NC(=CC1)C#N